methanone mesylate S(C)(=O)(=O)O.C=O